CCOC(=O)C1=CN=C(NC1=O)N The molecule is an aminopyrimidine that is 2-amino-4-hydroxypyrimidine in which the hydrogen at position 5 is substituted by an ethoxycarbonyl group. It is a pyrimidinecarboxylate ester, an aminopyrimidine, a hydroxypyrimidine and an ethyl ester.